BrC=1C=C2C(=C(C(N(C2=NC1)CCN1CCOCC1)=O)C(=O)NC1CCC(CC1)C)C 6-bromo-4-methyl-N-(4-methylcyclohexyl)-1-(2-morpholinoethyl)-2-oxo-1,2-dihydro-1,8-naphthyridine-3-carboxamide